tetrachloro-disilacyclobutane Cl[Si]1([Si](CC1)(Cl)Cl)Cl